(S)-5-fluoro-4-(5-(2-hydroxypropan-2-yl)-1-methyl-1H-1,2,4-triazol-3-yl)-N-(3-methyl-5-(trifluoromethyl)-1H-pyrazol-4-yl)-2-((1,1,1-trifluoropropan-2-yl)oxy)benzamide FC=1C(=CC(=C(C(=O)NC=2C(=NNC2C(F)(F)F)C)C1)O[C@H](C(F)(F)F)C)C1=NN(C(=N1)C(C)(C)O)C